di(n-heptadecyl)amine C(CCCCCCCCCCCCCCCC)NCCCCCCCCCCCCCCCCC